1-azabicyclo[2.2.2]oct-3-yl{2-[4-fluoro-3-(2-methylpropyl)phenyl]propan-2-yl}carbamate N12CC(C(CC1)CC2)OC(NC(C)(C)C2=CC(=C(C=C2)F)CC(C)C)=O